C(#N)C=1C(=NC(=CC1N1CC(C1)N1[C@@H](CN(CC1)C(=O)OC(C)(C)C)CO)N1CCC(CC1)C1=C(C=NN1C)C)C(F)(F)F tert-butyl (S)-4-(1-(3-cyano-6-(4-(1,4-dimethyl-1H-pyrazol-5-yl)piperidin-1-yl)-2-(trifluoromethyl)pyridin-4-yl)azetidin-3-yl)-3-(hydroxymethyl)piperazine-1-carboxylate